4-(1-(3-acrylamido-4-fluorophenyl)-3-methyl-1H-pyrazol-4-yl)-2-fluorobenzamide C(C=C)(=O)NC=1C=C(C=CC1F)N1N=C(C(=C1)C1=CC(=C(C(=O)N)C=C1)F)C